2-[2-(aminomethyl)-3,3-difluoro-allyl]-4-[3-fluoro-5-(4-piperazin-1-ylphenyl)-2-pyridyl]-1,2,4-triazol-3-one NCC(CN1N=CN(C1=O)C1=NC=C(C=C1F)C1=CC=C(C=C1)N1CCNCC1)=C(F)F